N-(4-fluoro-2-((tetrahydro-2H-pyran-4-yl)oxy)phenyl)-6-(1-(piperidin-4-yl)-1H-pyrazol-4-yl)pyrido[3,2-d]pyrimidine-4-amine FC1=CC(=C(C=C1)NC=1C2=C(N=CN1)C=CC(=N2)C=2C=NN(C2)C2CCNCC2)OC2CCOCC2